Tert-butyl (1-formyl-cyclopropyl)-carbamate C(=O)C1(CC1)NC(OC(C)(C)C)=O